C(C)(C)(C)OC(=O)N1CC(C(=CC1)N1CCCC1)(F)F 3,3-difluoro-4-pyrrolidin-1-yl-2,6-dihydropyridine-1-carboxylic acid tert-butyl ester